C[C@]1(C=C[C@@H](CC1)C(=C)C)O (1S,4R)-1-methyl-4-(1-methylethenyl)-2-cyclohexen-1-ol